1-[5-chloro-1,2,3,4-tetrahydronaphthalen-2-yl]-4-[(4-methanesulfonylphenoxy)methyl]-2-methylpyrrolidine ClC1=C2CCC(CC2=CC=C1)N1C(CC(C1)COC1=CC=C(C=C1)S(=O)(=O)C)C